N-[2-methyl-5-(2-methyl-1-oxoisoquinolin-4-yl)phenyl]methanesulfonamide CC1=C(C=C(C=C1)C1=CN(C(C2=CC=CC=C12)=O)C)NS(=O)(=O)C